3-((3-fluoro-4-(piperazin-1-yl)phenyl)(methyl)amino)piperidine-2,6-dione FC=1C=C(C=CC1N1CCNCC1)N(C1C(NC(CC1)=O)=O)C